ClC1=C(C(=CC(=N1)N1[C@@H](COCC1)C)CS(=O)(=O)C)C (R)-4-(6-chloro-5-methyl-4-((methylsulfonyl)methyl)pyridin-2-yl)-3-methylmorpholine